COC1=C(C=C(C(=O)N)C=C1)NC1=NC=C(C(=N1)NCC1=NC=CN=C1N(S(=O)(=O)C)C)C(F)(F)F 4-methoxy-3-({4-[({3-[methyl(methylsulfonyl)amino]pyrazin-2-yl}methyl)amino]-5-(trifluoromethyl)pyrimidin-2-yl}amino)benzamide